NCCCC(C(=O)OC)C1=C(C=CC=C1)Br methyl 5-amino-2-(2-bromophenyl)pentanoate